N-(3,5-difluorobenzyl)-N-hydroxy-2,2-dimethylbutyramide FC=1C=C(CN(C(C(CC)(C)C)=O)O)C=C(C1)F